5-[4-amino-5-(trifluoromethyl)pyrrolo[2,1-f][1,2,4]triazin-7-yl]-N-[(3R,4S)-1-(3,3-difluorocyclobutanecarbonyl)-4-fluoropyrrolidin-3-yl]-2-(trifluoromethyl)benzamide NC1=NC=NN2C1=C(C=C2C=2C=CC(=C(C(=O)N[C@@H]1CN(C[C@@H]1F)C(=O)C1CC(C1)(F)F)C2)C(F)(F)F)C(F)(F)F